N1=NC(=C(C=C1)[2H])C(=O)N pyridazine-3-carboxamide-4-d